O=C1NC(CCC1C1=CC=C(C=C1)C1CCN(CC1)C1CCN(CC1)C1CCN(CC1)CCCC1=C2C(N(C(C2=CC=C1)=O)[C@H](CS(=O)(=O)C)C1=CC(=C(C=C1)OC)OCC)=O)=O 4-(3-(4-(4-(2,6-dioxopiperidin-3-yl)phenyl)-[1,4':1',4''-terpiperidin]-1''-yl)-propyl)-2-((S)-1-(3-ethoxy-4-methoxyphenyl)-2-(methylsulfonyl)ethyl)isoindoline-1,3-dione